5-oxo-2-(1,2,5-thiadiazole-3-carboxamido)hexanediamide O=C(CCC(C(=O)N)NC(=O)C1=NSN=C1)C(=O)N